C(C)N1CC=C(C=C1)C1=CC=NC=C1 1-(ethyl)-4,4'-bipyridine